tetrahydropyridin-1-ium iodide [I-].[NH2+]1CCCC=C1